4-(3-(4-(difluoromethyl) isoindoline-2-sulfonylamino)-2-fluorophenyl)-5-(2-((2,2-dioxo-2-thiaspiro[3.3]heptan-6-yl) amino) pyrimidin-4-yl)-3,8-diazabicyclo[3.2.1]octane-3-carboxylate FC(C1=C2CN(CC2=CC=C1)S(=O)(=O)NC=1C(=C(C=CC1)C1N(CC2CCC1(N2)C2=NC(=NC=C2)NC2CC1(CS(C1)(=O)=O)C2)C(=O)[O-])F)F